C1(CCCC1)C(C)N1N=CC(=C1)N 1-(1-cyclopentylethyl)-1H-pyrazol-4-amine